O=C(CNC(=O)C1=CC2=C(N=CN2)C=C1)N1CCCC1 benzimidazole-5-carboxylic acid (2-oxo-2-pyrrolidin-1-yl-ethyl)-amide